(2,3-dihydro-1H-inden-4-yl)-3-iodo-6-methoxy-1H-pyrazolo[4,3-b]pyridine-1-carboxylic acid tert-butyl ester C(C)(C)(C)OC(=O)N1N=C(C2=NC(=C(C=C21)OC)C2=C1CCCC1=CC=C2)I